C(C)OC1=NC=CC=C1C1=CC(=C2C(=N1)C(=NN2C(C)C)C)NCC2=NC(=NO2)C 5-(2-ethoxy-3-pyridinyl)-1-isopropyl-3-methyl-N-[(3-methyl-1,2,4-oxadiazol-5-yl)methyl]pyrazolo[4,3-b]pyridin-7-amine